CC1=C(NC(=C1)C)C=1C(C(C1O)=C1N=C(C=C1C)C)=O 2-(3,5-dimethylpyrrol-2-yl)-4-(3,5-dimethyl-2H-pyrrol-2-ylidene)-3-hydroxy-2-cyclobuten-1-one